1-(3-bromo-5-((R)-2-methylpyrrolidin-1-yl)phenyl)-N,N-dimethylpropan-1-amine BrC=1C=C(C=C(C1)N1[C@@H](CCC1)C)C(CC)N(C)C